[N+](=[N-])=C(C(=O)OCC)C(C(C(C(F)(F)F)(C)O)C)=O ethyl 2-diazo-6,6,6-trifluoro-5-hydroxy-4,5-dimethyl-3-oxo-hexanoate